1-[2-fluoro-4-(trifluoromethyl)phenyl]-N-[(3R)-1-methylpiperidin-3-yl]pyrido[3,4-d]pyridazin-4-amine FC1=C(C=CC(=C1)C(F)(F)F)C1=C2C(=C(N=N1)N[C@H]1CN(CCC1)C)C=NC=C2